N-(6-methoxypyridin-3-yl)-2-[methyl[2-(2,6-naphthyridin-3-yl)-5H,6H,7H-cyclopenta[d]pyrimidin-4-yl]amino]acetamide COC1=CC=C(C=N1)NC(CN(C=1C2=C(N=C(N1)C=1N=CC3=CC=NC=C3C1)CCC2)C)=O